F[C@@H]1CN(CC1)C(=O)N1C[C@@H]([C@@H](CC1)C)N(C1=C2C(=NC=C1C(=O)OCCOC)NC=C2)C 2-methoxyethyl 4-(((3R,4R)-1-((S)-3-fluoropyrrolidine-1-carbonyl)-4-methylpiperidin-3-yl)(methyl)amino)-1H-pyrrolo[2,3-b]pyridine-5-carboxylate